2-[(2S)-1-[3-ethyl-7-[[6-[4-[4-(4-piperidylmethyl)piperazin-1-yl]butoxy]-3-pyridyl]methylamino]pyrazolo[1,5-a]pyrimidin-5-yl]-2-piperidyl]ethanol C(C)C=1C=NN2C1N=C(C=C2NCC=2C=NC(=CC2)OCCCCN2CCN(CC2)CC2CCNCC2)N2[C@@H](CCCC2)CCO